ClC=1N=CC2=C(N1)CCN(C2)C(CC2=CC=CC=C2)=O 1-(2-chloro-7,8-dihydropyrido[4,3-d]pyrimidin-6(5H)-yl)-2-phenylethan-1-one